2-propyl-1-pentanol C(CC)C(CO)CCC